tert-butyl 6-bromo-7-chloro-3,4-dihydro-1H-isoquinoline-2-carboxylate BrC=1C=C2CCN(CC2=CC1Cl)C(=O)OC(C)(C)C